O[C@H]1[C@H](CCC=2C=C(C=NC12)C#N)[C@@H]1N2C(C3=CC=CC=C13)=CN=C2 (7R,8S)-8-Hydroxy-7-((S)-5H-imidazo[5,1-a]isoindol-5-yl)-5,6,7,8-tetrahydrochinolin-3-carbonitril